C(C)(CC)C1C(NC2=C(CN1C1=NC(=CC(=N1)OC)OC)C=CC=C2)=O 3-(sec-butyl)-4-(4,6-dimethoxypyrimidin-2-yl)-1,3,4,5-tetrahydro-2H-benzo[1,4]diazepin-2-one